O1C=C(C2=C1C=CC=C2)C[C@H](NC(CC2=CC=C1CC3(CCOCC3)C(C1=C2)=O)=O)B(O)O (R)-(2-(benzofuran-3-yl)-1-(2-(1-oxo-1,2',3,3',5',6'-hexahydrospiro[indene-2,4'-pyran]-6-yl)acetamido)ethyl)boronic acid